ClC1=CC=C(C[C@H]2CO[C@H](CN2C2CCC(CC2)C2=NN(C(=C2)C)C)C(=O)NC2=NN(C(=C2)C)C)C=C1 (2R,5S)-5-(4-Chlorobenzyl)-N-(1,5-dimethyl-1H-pyrazol-3-yl)-4-(4-(1,5-dimethyl-1H-pyrazol-3-yl)cyclohexyl)morpholin-2-carboxamid